N1C=NC2=C1C=C(C=C2)N2C(OC(C2C2=CC=C(C=C2)OCCC)C2=CC=CC=C2)=O (1H-benzo[d]imidazol-6-yl)-5-phenyl-4-(4-propoxyphenyl)oxazolidin-2-one